[OH-].OCC[N+](C)(CCO)CCO tris(2-hydroxyethyl)methyl-ammonium hydroxide